Cl.N1C[C@@H](OCC1)C[O-] (R)-morpholin-2-ylmethanolate hydrochloride